thiochromeno[3,4-d]imidazol-4(1H)-one N1C=NC2=C1C=1C=CC=CC1SC2=O